CC(C)(C1=CC=C(C=C1)OC1=CC=CC=C1)C1=CC=C(C=C1)OC1=CC=CC=C1 4,4'-(propane-2,2-diyl)bis(phenoxybenzene)